N-(1-((2-(2,6-dioxopiperidin-3-yl)-1-oxoisoindol-4-yl)glycinyl)piperidin-4-yl)-3-methoxybenzamide O=C1NC(CCC1N1C(C2=CC=CC(=C2C1)NCC(=O)N1CCC(CC1)NC(C1=CC(=CC=C1)OC)=O)=O)=O